C(C1=CC=CC=C1)OC=1C=C(C=CC1)C1=NC(=NC(=C1)C(F)(F)F)SC (3-(benzyloxy)phenyl)-2-(methylthio)-6-(trifluoromethyl)pyrimidine